Methyl 4-[3-[2,6-dichloro-4-[1-(oxan-2-yl)pyrazol-4-yl]benzoyl]-2,4-dihydro-1,3-benzoxazin-8-yl]-2-morpholin-4-ylbenzoate ClC1=C(C(=O)N2COC3=C(C2)C=CC=C3C3=CC(=C(C(=O)OC)C=C3)N3CCOCC3)C(=CC(=C1)C=1C=NN(C1)C1OCCCC1)Cl